4-trimethyl-1,2,3,4-tetrahydroquinoline CC1(CCN(C2=CC=CC=C21)C)C